methyl 3-(2-((tert-butoxycarbonyl)amino) ethoxy)benzoate C(C)(C)(C)OC(=O)NCCOC=1C=C(C(=O)OC)C=CC1